acetamidotetralone C(C)(=O)NC1C(C2=CC=CC=C2CC1)=O